2-(2,6-dioxopiperidin-3-yl)-5-((S)-3-((4-(5-methoxy-2-(1-methyl-1H-Pyrazol-4-yl)-4-nitrophenyl)piperazin-1-yl)methyl)pyrrolidin-1-yl)isoindoline-1,3-dione O=C1NC(CCC1N1C(C2=CC=C(C=C2C1=O)N1C[C@@H](CC1)CN1CCN(CC1)C1=C(C=C(C(=C1)OC)[N+](=O)[O-])C=1C=NN(C1)C)=O)=O